FC1=C2C(OC(C2=C(C(=C1F)F)F)=O)=O 4,5,6,7-tetrafluoroisobenzofuran-1,3-dione